naphtho[1,2-b]benzofuran-10-ylboronic acid C1=CC=CC=2C=CC3=C(OC4=C3C=CC=C4B(O)O)C12